3-(1-methyl-piperidin-4-yl)-propionic acid hydrochloride Cl.CN1CCC(CC1)CCC(=O)O